CN1CCN(OCC1)C(=O)C1=CC=C(C=C1)N\C(=C\1/C(NC2=CC(=CC=C12)C(=O)OC)=O)\C1=CC=CC=C1 (Z)-Methyl 3-(((4-(5-methyl-1,2,5-oxadiazepane-2-carbonyl)phenyl)amino)(phenyl)methylene)-2-oxoindoline-6-carboxylate